aminobutyric acid ethyl-acrylate C(C)OC(C=C)=O.NC(C(=O)O)CC